trans-2-methyl-5-(1-methyl-vinyl)-2-cyclohexen-1-ol CC=1[C@H](C[C@@H](CC1)C(=C)C)O